(R)-N-(2-methoxyphenyl)-2-nitro-N-((tetrahydro-2H-pyran-2-yl)methyl)benzenesulfonamide COC1=C(C=CC=C1)N(S(=O)(=O)C1=C(C=CC=C1)[N+](=O)[O-])C[C@@H]1OCCCC1